ClC1=NC(=C(C(=N1)NC1C(C2CCC1CC2)C(=O)OC)F)C2=CC=CC=C2 (+/-)-trans-methyl 3-((2-chloro-5-fluoro-6-phenylpyrimidin-4-yl)amino)bicyclo[2.2.2]octane-2-carboxylate